C(C1=CC=CC=C1)OC1=CC=C(C=C1)C=1N(C=C(N1)C(F)(F)F)C 2-(4-(benzyloxy)phenyl)-1-methyl-4-(trifluoromethyl)-1H-imidazole